FC1=CC=CC2=C1N=C(S2)[C@H]2N(CCC1=C2N=CN1)C(=O)C1=NC(=NN1C)C(C#N)(C)C (S)-2-(5-(4-(4-fluorobenzo[d]thiazol-2-yl)-4,5,6,7-tetrahydro-1H-imidazo[4,5-c]pyridine-5-carbonyl)-1-methyl-1H-1,2,4-triazol-3-yl)-2-methylpropanenitrile